4-[6-amino-5-(2-chloro-3,6-difluoro-benzyloxy)-pyridin-3-yl]-N-(3-pyrrolidin-1-yl-propyl)-benzamide NC1=C(C=C(C=N1)C1=CC=C(C(=O)NCCCN2CCCC2)C=C1)OCC1=C(C(=CC=C1F)F)Cl